ClC1([C@H]([C@@H]1C1=CC(=CC(=C1)C(F)(F)F)F)C(=O)O)Cl trans-2,2-dichloro-3-(3-fluoro-5-(trifluoromethyl)phenyl)cyclopropane-1-carboxylic acid